Cl.Cl.C(C=C)C=1C=C(C=CC1O)C1=C(C(=CC(=C1)CC=C)NC([C@H](CCCCN)N)=O)O 3',5-diallyl-3-[(S)-2,6-diamino-1-hexanoyl]amino-2,4'-dihydroxy-1,1'-biphenyl dihydrochloride